phenyl (4-fluorocyclohexyl) disulfide FC1CCC(CC1)SSC1=CC=CC=C1